[Na+].[Na+].O[B-]1([C@@H]2C[C@@H]2C2=CC=C(C(=C2C1)C(=O)O)OC1CN(C1)CC(=O)NOCCO)O.O[B-]1([C@@H]2C[C@@H]2C2=CC=C(C(=C2C1)C(=O)O)OC1CN(C1)CC(NOCCO)=O)O (2S,4R)-5,5-dihydroxy-9-(1-{2-[(2-hydroxyethoxy)amino]-2-oxoethyl}azetidin-3-yl)oxy-5-boranuidatricyclo[5.4.0.02,4]undeca-1(11),7,9-triene-8-carboxylic acid disodium salt